FC(C=1C=CC2=C(C=C(S2)C(=O)OC2=C(C(=C(C(=C2F)F)F)F)F)C1)(P(O)(O)=O)F difluoro[2-(2,3,4,5,6-pentafluorophenoxycarbonyl)-1-benzothien-5-yl]Methylphosphonic acid